C1(=CC=CC=C1)[Ru-3](C1=CC=CC=C1)C1=CC=CC=C1 triphenylruthenium (0)